4-naphthyl-valerolactone C1(=CC=CC2=CC=CC=C12)C1CCC(=O)OC1